N1-((S)-4-methyl-1-oxo-1-(((S)-3-oxo-1-((S)-2-oxopyrrolidin-3-yl)-4-(trifluoromethoxy)butan-2-yl)amino)pentan-2-yl)-N2-(3-(trifluoromethyl)bicyclo[1.1.1]pentan-1-yl)oxalamide CC(C[C@@H](C(N[C@@H](C[C@H]1C(NCC1)=O)C(COC(F)(F)F)=O)=O)NC(C(=O)NC12CC(C1)(C2)C(F)(F)F)=O)C